tert-butyl 4-[5-[[4-methyl-6-(methylamino) pyrimidin-2-yl]amino]-2,3-dihydrobenzofuran-7-yl]piperazine-1-carboxylate CC1=NC(=NC(=C1)NC)NC=1C=C(C2=C(CCO2)C1)N1CCN(CC1)C(=O)OC(C)(C)C